3,8-dimethyl-7-(piperidin-4-yl)-5-((3-(trifluoromethyl)pyridin-2-yl)methyl)pyrido[2,3-b]pyrazin-6(5H)-one CC1=CN=C2C(=N1)N(C(C(=C2C)C2CCNCC2)=O)CC2=NC=CC=C2C(F)(F)F